N1(C=NC=C1)CC=1C=C(CNCCCCOCCNC2=C3C=NNC3=CC(=C2)C=2C=C(N=NC2)O)C=C(C1)OC(F)(F)F 5-(4-((2-(4-((3-((1H-imidazol-1-yl)methyl)-5-(trifluoromethoxy)benzyl)amino)butoxy)ethyl)amino)-1H-indazol-6-yl)pyridazin-3-ol